(R)-2-(3-hydroxy-pyridin-2-ylamino)-5,5-dimethyl-4,5-dihydro-thiazole-4-carboxylic acid hydrochloride Cl.OC=1C(=NC=CC1)NC=1SC([C@H](N1)C(=O)O)(C)C